Cl[C@H](CN(CC1=CC=CC=C1)C)C1=CC=C(C=C1)C(F)(F)F (betaS)-beta-chloro-N-methyl-N-(phenylmethyl)-4-(trifluoromethyl)phenethylamine